C1(=CC=CC=C1)S(=O)(=O)N1C=CC=2C1=NC=CC2CC(C=C)=O (1-(phenylsulfonyl)-1H-pyrrolo[2,3-b]pyridin-4-yl)but-3-en-2-one